OC=1C(C2=CC=CC=C2C1)=O hydroxy-inden-1-one